C(C=C)OC(=O)C1(C(C2=CC=CC=C2C1)=O)C 2-methyl-1-oxo-2,3-dihydro-1H-indene-2-carboxylic acid allyl ester